FC(C(=O)O)(F)F.FC(C(=O)O)(F)F.FC(C(=O)O)(F)F.C(C)(=O)O.C(C)(=O)O.C(C)(=O)O triacetic acid tris(2,2,2-trifluoroacetate)